propylene glycol e-stearate C(CCCCCCCCCCCCCCCCC)(=O)O.C(C(C)O)O